(9-(3,4-dimethoxyphenoxy)nonyl)triphenylphosphonium bromine salt [Br+].COC=1C=C(OCCCCCCCCC[P+](C2=CC=CC=C2)(C2=CC=CC=C2)C2=CC=CC=C2)C=CC1OC